FC1=C(C(=O)NCCCC[C@@H](C=2NC(=CN2)C2=CC3=CC=CC=C3C=C2)NC(=O)C2=CN=CS2)C(=CC=C1)O (S)-N-(5-(2-fluoro-6-hydroxybenzamido)-1-(5-(naphthalen-2-yl)-1H-imidazol-2-yl)pentyl)thiazole-5-carboxamide